CN1CCN(CC1)C(=O)C=1C=NN2C1C=C(C=C2)C2=CNC1=NC=C(C=C12)C=1C(=NC=CC1)C (4-methylpiperazin-1-yl)(5-(5-(2-methylpyridin-3-yl)-1H-pyrrolo[2,3-b]pyridin-3-yl)pyrazolo[1,5-a]pyridin-3-yl)methanone